2-chloro-N1-(3-isopropylphenyl)-N1,5-dimethylbenzene-1,3-diamine ClC1=C(C=C(C=C1N)C)N(C)C1=CC(=CC=C1)C(C)C